(1R,2S,5S)-8-benzyl-2-ethyl-3,8-diazabicyclo[3.2.1]octane C(C1=CC=CC=C1)N1[C@H]2[C@@H](NC[C@@H]1CC2)CC